Cl.N[C@@H]1CN(CC[C@H]1F)C1=NC2=C(N1CC1=CC=C(C#N)C=C1)C=C(C=C2)Cl 4-((2-((3R,4R)-3-Amino-4-fluoropiperidin-1-yl)-6-chloro-1H-benzo[d]imidazol-1-yl)methyl)benzonitril-hydrochlorid